(2,3,5,6-tetrafluoro-4-trifluoromethylphenyl) borate B(OC1=C(C(=C(C(=C1F)F)C(F)(F)F)F)F)([O-])[O-]